4-(1-oxopropan-2-yl)benzonitrile O=CC(C)C1=CC=C(C#N)C=C1